FC1=C(CN2C(C3=C(C(=C2)C(=O)N[C@@H]2[C@H](COCC2)O)SC=C3)=O)C=CC(=C1)C=1C=NN(C1)C 5-(2-fluoro-4-(1-methyl-1H-pyrazol-4-yl)benzyl)-N-((3R,4S)-3-hydroxytetrahydro-2H-pyran-4-yl)-4-oxo-4,5-dihydrothieno[3,2-c]pyridine-7-carboxamide